(2R,3R,4R)-4-{2-[(Cyclopropylmethyl)amino]ethyl}-2-(3-methoxyphenyl)-2,3,4,9-tetrahydro-1H-carbazol-3-amine C1(CC1)CNCC[C@H]1[C@@H]([C@H](CC=2NC3=CC=CC=C3C12)C1=CC(=CC=C1)OC)N